[Si](OCCC)([O-])([O-])[O-] propyl orthosilicate